ClC(N1CCCC1)=[N+]1CCCC1 1-[chloro(pyrrolidin-1-ium-1-ylidene)methyl]pyrrolidine